N(=C=S)C1=CC(=C(C=C1)[C@@H]1N(CCC1)C)C(F)(F)F (R)-2-(4-isothiocyanato-2-(trifluoromethyl)phenyl)-1-methylpyrrolidine